Methyl 3-bromo-5-(4-fluoro-2,6-dimethylphenoxy)benzoate BrC=1C=C(C(=O)OC)C=C(C1)OC1=C(C=C(C=C1C)F)C